S1(NC=NC2=C1C=CC=C2)(=O)=O benzo[2,1-e][1,2,4]thiadiazine-1,1-dione